FC(C=1C=NN(C1)[C@@H]1[C@H](CC1)C=1NC(C2=C(N1)N(N=C2C#N)[C@@H](C)C=2C=NC(=CC2)C(F)(F)F)=O)F 6-((1S,2S)-2-(4-(difluoromethyl)-1H-pyrazol-1-yl)cyclobutyl)-4-oxo-1-((S)-1-(6-(trifluoromethyl)pyridin-3-yl)ethyl)-4,5-dihydro-1H-pyrazolo[3,4-d]pyrimidine-3-carbonitrile